(2R)-1-(2-{3-[4-(Azetidine-1-carbonyl)phenyl]-1H-pyrazolo[3,4-b]pyridin-5-yl}-7-methyl-6,7,8,9-tetrahydro-5H-benzo[7]annulen-7-yl)-2-methylpyrrolidine N1(CCC1)C(=O)C1=CC=C(C=C1)C1=NNC2=NC=C(C=C21)C=2C=CC1=C(CCC(CC1)(C)N1[C@@H](CCC1)C)C2